ClC1(CC1)C(=O)NC=1C=CC(=NC1)C=1N=NN(C1NC(O[C@H](C)C=1C(=NC=CC1)Cl)=O)C (R)-1-(2-chloropyridin-3-yl)ethyl (4-(5-(1-chlorocyclopropane-1-carboxamido) pyridin-2-yl)-1-methyl-1H-1,2,3-triazol-5-yl)carbamate